CN[C@H](CC1=CC=CC=C1)C (2S)-N-Methyl-1-phenylpropan-2-amine